3,5-di-tert-butyl-4-hydroxybenzyl octadecyl phosphate P(=O)(OCC1=CC(=C(C(=C1)C(C)(C)C)O)C(C)(C)C)(OCCCCCCCCCCCCCCCCCC)[O-]